C(CCCCCCC\C=C/C\C=C/C\C=C/CC)(=O)OCC ethyl (9Z,12Z,15Z)-9,12,15-octadecatrienoate